(1S,3R)-3-Acetamido-N-(5-chloro-4-(3-isopropyl-3H-imidazo[4,5-b]pyridin-5-yl)pyridin-2-yl)cyclohexane-1-carboxamide C(C)(=O)N[C@H]1C[C@H](CCC1)C(=O)NC1=NC=C(C(=C1)C1=CC=C2C(=N1)N(C=N2)C(C)C)Cl